3-Amino-6-(4,4-difluorocyclohexyl)-4-(7-fluoro-1H-indazol-4-yl)-1H-1,7-phenanthrolin-2-one NC=1C(NC2=C3C=CC=NC3=C(C=C2C1C1=C2C=NNC2=C(C=C1)F)C1CCC(CC1)(F)F)=O